(S)-[2-(methoxymethyl)pyrimidin-4-yl]-[6-(3-methyl-1H-pyrrolo[2,3-b]pyridin-5-yl)-8-[pyrrolidin-2-yl]-3,4-dihydroisoquinolin-2(1H)-yl]methanone COCC1=NC=CC(=N1)C(=O)N1CC2=C(C=C(C=C2CC1)C=1C=C2C(=NC1)NC=C2C)[C@H]2NCCC2